FC1=C(C(=C(C(=C1[Si](C)C)F)F)F)F pentafluoro-phenyl-dimethyl-silicon